(S)-N-(1-amino-3-hydroxy-2-methyl-1-oxopropan-2-yl)-5-((cyclopropylmethyl)(methyl)amino)-2-methylbenzofuran-3-carboxamide NC([C@@](CO)(C)NC(=O)C1=C(OC2=C1C=C(C=C2)N(C)CC2CC2)C)=O